OC(C)(C)C1=C(C=C2C=NNC2=C1)NC(=O)C1=NC(=CC=C1)C(F)(F)F N-[6-(1-hydroxy-1-methyl-ethyl)-1H-indazol-5-yl]-6-(trifluoromethyl)pyridine-2-carboxamide